C1N(CCC2=CC=CC=C12)CC1=CC=C(C(=O)NO)C=C1 4-((3,4-dihydroisoquinolin-2(1H)-yl)methyl)-N-hydroxybenzamide